2H-azepine-1-carbaldehyde N1(CCC=CC=C1)C=O